4-(tert-butoxy)-6-chloro-8-fluoro-2-(((2R,7aS)-2-fluorotetrahydro-1H-pyrrolizin-7a(5H)-yl)methoxy)-7-(3-(methoxymethoxy)-8-((triisopropylsilyl)ethynyl)naphthalen-1-yl)quinazoline C(C)(C)(C)OC1=NC(=NC2=C(C(=C(C=C12)Cl)C1=CC(=CC2=CC=CC(=C12)C#C[Si](C(C)C)(C(C)C)C(C)C)OCOC)F)OC[C@]12CCCN2C[C@@H](C1)F